C(#N)C1=CC=CC2=C1SC(=C2)C=2SC(=C(N2)C)C(=O)O 2-(7-Cyanobenzo[b]thiophen-2-yl)-4-methylthiazole-5-carboxylic acid